tricyclodecanedicarboxylic acid diacrylate C(C=C)(=O)O.C(C=C)(=O)O.C1(CCCCCCCCC1)(C(=O)O)C(=O)O.C1(CCCCCCCCC1)(C(=O)O)C(=O)O.C1(CCCCCCCCC1)(C(=O)O)C(=O)O